6-amino-2-(3,5-dichloro-4-((5-oxo-3,4-diazabicyclo[4.2.0]octa-1(6),2-dien-2-yl)oxy)phenyl)-1,2,4-triazine-3,5(2H,4H)-dione NC=1C(NC(N(N1)C1=CC(=C(C(=C1)Cl)OC=1C=2CCC2C(NN1)=O)Cl)=O)=O